(2R,3S,5R)-5-(2,6-diamino-9H-purin-9-yl)-2-ethyl-2-(hydroxymethyl)tetrahydrofuran-3-ol NC1=NC(=C2N=CN(C2=N1)[C@H]1C[C@@H]([C@](O1)(CO)CC)O)N